N-(adamantan-1-yl)-2-((5-fluoro-2-oxo-1,2-dihydropyrimidin-4-yl)oxy)acetamide C12(CC3CC(CC(C1)C3)C2)NC(COC2=NC(NC=C2F)=O)=O